CC1=C(C(=CC=C1)C)C1=NC=2NS(C3=CC=CC(C(N4CCNC(COC(=C1)N2)C4)=O)=C3)(=O)=O 12-(2,6-dimethylphenyl)-15-oxa-8λ6-thia-1,9,11,18,22-pentaazatetracyclo[15.3.1.13,7.110,14]tricosa-3(23),4,6,10(22),11,13-hexaene-2,8,8-trione